FC1(CC12CN(CC2)C2=NC=CC1=C2N=C(N=C1)NC=1C=NN(C1)C1CCN(CC1)C)F 8-(1,1-difluoro-5-azaspiro[2.4]heptan-5-yl)-N-(1-(1-methylpiperidin-4-yl)-1H-pyrazol-4-yl)pyrido[3,4-d]pyrimidin-2-amine